C(C)(C)(C)OC(=O)N1CC(C1)(C(=O)O)CC1CC1 1-tert-butoxycarbonyl-3-(cyclopropylmethyl)azetidine-3-carboxylic acid